FC1=C(C=C(C=C1)F)[C@@H]1N(C[C@@H](C1)O)C1=NC=2N(C=C1)N=CC2NC(=O)N[C@H]2[C@@H](C2)O 1-(5-((2R,4R)-2-(2,5-difluorophenyl)-4-hydroxypyrrolidin-1-yl)pyrazolo[1,5-a]pyrimidin-3-yl)-3-((1R,2R)-2-hydroxycyclopropyl)urea